OC(CC[C@@H](C)[C@H]1CCC2=C3CC[C@@H]4C\C(\CC[C@@]4([C@H]3CC[C@]12C)C)=C\C(=O)O)(C)C (E)-2-((5R,9R,10S,13R,17R)-17-((R)-5-hydroxy-5-methylhexan-2-yl)-10,13-dimethyl-4,5,6,7,9,11,12,13-octahydro-1H-cyclopenta[a]phenanthrene-3(2H,10H,15H,16H,17H)-ylidene)acetic acid